3-fluoro-2-(1H-1,2,3-triazol-1-yl)benzoic acid FC=1C(=C(C(=O)O)C=CC1)N1N=NC=C1